C(C)(C)(C)OC(=O)N1[C@@H](C[C@H](C1)O)C=1SC2=C(N1)C=C(C=C2)C(F)(F)F (2s,4r)-4-hydroxy-2-(5-(trifluoromethyl)benzo[d]thiazol-2-yl)pyrrolidine-1-carboxylic acid tert-butyl ester